(3-fluoro-4-methylphenyl)hydrazine hydrochloride Cl.FC=1C=C(C=CC1C)NN